N-(5-(6-(4-ethoxyphenyl)-1-oxo-3,4-dihydroisoquinolin-2(1H)-yl)-2-((2-methoxyethoxy)methoxy)phenyl)methanesulfonamide C(C)OC1=CC=C(C=C1)C=1C=C2CCN(C(C2=CC1)=O)C=1C=CC(=C(C1)NS(=O)(=O)C)OCOCCOC